6-bromo-5-chloro-7-nitroquinoline BrC=1C(=C2C=CC=NC2=CC1[N+](=O)[O-])Cl